1-(5-(3-(2-(dimethylamino)ethyl)-4-oxo-3,4-dihydro-quinazolin-6-yl)benzo[d]thiazol-2-yl)-3-(3-methoxyphenyl)urea CN(CCN1C=NC2=CC=C(C=C2C1=O)C=1C=CC2=C(N=C(S2)NC(=O)NC2=CC(=CC=C2)OC)C1)C